CC1(COC(OC1)C=1C=C(C(=O)NC2=CC=C(C=C2)N2CC(CC2)(C)C)C=C(C1O)F)C 3-(5,5-dimethyl-1,3-dioxan-2-yl)-N-(4-(3,3-dimethylpyrrolidin-1-yl)phenyl)-5-fluoro-4-hydroxybenzamide